N[C@@H](CC(C)C)C(=O)N1[C@@H](C[C@@H](O)C1)C(=O)O Leucyl-hydroxyproline